methyl 2-(1H-imidazol-1-yl)thiazole-4-carboxylate N1(C=NC=C1)C=1SC=C(N1)C(=O)OC